tert-butyl (S)-cyclobutyl(pyrrolidin-3-yl)carbamate C1(CCC1)N(C(OC(C)(C)C)=O)[C@@H]1CNCC1